CC=1C=NC(=C(N1)C)C 3,5,6-trimethylpyrazine